C(C)OC1(CCNC2(CCC2)C1)OCC 8,8-diethoxy-5-azaspiro[3.5]nonane